2-((4-((3-fluorobenzyl)oxy)benzyl)carbamoyl)pyrrolidin FC=1C=C(COC2=CC=C(CNC(=O)C3NCCC3)C=C2)C=CC1